tropanoic acid [C@@]12(CCC[C@H](CC1)N2C)C(=O)O